NC1=CC=C(OC2=CC=C(C(C)(C)C3=CC(=CC=C3)C(C3=CC=C(C=C3)OC3=CC=C(C=C3C#N)N)(C)C)C=C2)C(=C1)C#N 1,3-bis[4-(4-amino-6-cyanophenoxy)-α,α-dimethylbenzyl]Benzene